1-methylbenzocyclobutene CC1CC=2C1=CC=CC2